8-bromo-2-chloro-4-methoxy-5-(2,2,2-trifluoroethyl)-pyrimido[5,4-b]indole BrC1=CC=2C3=C(N(C2C=C1)CC(F)(F)F)C(=NC(=N3)Cl)OC